cis-1-(3-chlorophenethyl)-2-methyl-4-((4-(methylsulfonyl)phenoxy)methyl)pyrrolidine ClC=1C=C(CCN2[C@H](C[C@H](C2)COC2=CC=C(C=C2)S(=O)(=O)C)C)C=CC1